C(C)(C)(C)OC(=O)NC1CCC(CC1)N1N=NC(=C1)C(=O)O 1-((1s,4s)-4-((tert-butoxycarbonyl)amino)cyclohexyl)-1H-1,2,3-triazole-4-carboxylic acid